CC1=C2C=C3[C@@]([C@@H](C(=N3)C=C4[C@@]([C@@H](C(=CC5=NC(=CC(=C1CCC(=O)O)[N-]2)C(=C5C)CCC(=O)O)[N-]4)CCC(=O)O)(C)CC(=O)O)CCC(=O)O)(C)CC(=O)O.[Fe] The molecule is a heme that consists of sirohaem lacking the two carboxy groups at positions 12 and 18. It has a role as a bacterial metabolite. It is a conjugate acid of a 12,18-didecarboxysiroheme(6-).